octadecane-1,18-dicarboxylic acid C(CCCCCCCCCCCCCCCCCC(=O)O)C(=O)O